FC1=C(C=CC(=C1)I)NC1=C(C=2C(=NC=C(C2)OC)S1)C(=O)OC(C)(C)C tert-Butyl 2-((2-fluoro-4-iodophenyl)amino)-5-methoxythieno[2,3-b]pyridine-3-carboxylate